C1(=CC=CC=C1)S(=O)(=O)O.CC=1NC=CN1 methylimidazole benzenesulfonate